1-(4-aminopyrimidin-2-yl)-4-fluoropiperidin-3-ol NC1=NC(=NC=C1)N1CC(C(CC1)F)O